Methyl (rel)-4-((1-hydroxy-2-(methoxy-d3)cyclohexyl-2,3,3,4,4,5,5,6,6-d9)ethynyl)benzoate OC1(C(C(C(C(C1([2H])[2H])([2H])[2H])([2H])[2H])([2H])[2H])([2H])OC([2H])([2H])[2H])C#CC1=CC=C(C(=O)OC)C=C1